(S)-(4-(pyrazolo[1,5-a]pyridin-2-yl)-6,7-dihydro-1H-imidazo[4,5-c]pyridin-5(4H)-yl)(5-(pyridin-2-yl)-1,3,4-oxadiazol-2-yl)methanone N1=C(C=C2N1C=CC=C2)[C@H]2N(CCC1=C2N=CN1)C(=O)C=1OC(=NN1)C1=NC=CC=C1